[3-[3-(methoxymethyl)-1H-1,2,4-triazol-1-yl]phenyl]methanone COCC1=NN(C=N1)C=1C=C(C=CC1)C=O